ClC1=C(C=CC=C1Cl)CC(=O)N1CCN(CC1)C=1C=CC=2N(N1)C=NN2 2-(2,3-dichlorophenyl)-1-(4-{[1,2,4]triazolo[4,3-b]pyridazin-6-yl}piperazin-1-yl)ethan-1-one